CN1C=CC=2C1=NC=CC2SC=2C=1N(C(=NC2)N2CCC3(CCC[C@H]3N)CC2)C=CN1 (R)-8-(8-((1-methyl-1H-pyrrolo[2,3-b]pyridin-4-yl)thio)imidazo[1,2-c]pyrimidin-5-yl)-8-azaspiro[4.5]decan-1-amine